N-(3-carbamoyl-4-fluorobenzyl)-6',8'-difluoro-4'-oxo-3',4'-dihydro-1'H-spiro[piperidine-4,2'-quinoline]-1-carboxamide C(N)(=O)C=1C=C(CNC(=O)N2CCC3(NC4=C(C=C(C=C4C(C3)=O)F)F)CC2)C=CC1F